(S)-8-(7,7-difluoro-2-((2S,3R)-3-hydroxy-2-methylazetidin-1-yl)-6,7-dihydro-5H-cyclopenta[d]pyrimidin-4-yl)-3-methyl-3,4-dihydrobenzo[f][1,4]oxazepin-5(2H)-one FC1(CCC2=C1N=C(N=C2C2=CC1=C(C(N[C@H](CO1)C)=O)C=C2)N2[C@H]([C@@H](C2)O)C)F